benzoquinolin-10-ol sodium salt [Na].N1=CC=CC2=CC=C3C(=C12)C(=CC=C3)O